COC1=C(C=O)C=CC=C1NC1CCNCC1 2-Methoxy-3-(piperidin-4-ylamino)benzaldehyde